γ-(2,3-epoxypropoxy)propyltriethoxysilane C(C1CO1)OCCC[Si](OCC)(OCC)OCC